C(#C)C=1C(=CC=C2C=C(C=C(C12)C1=C(C=C2C(=NC(=NC2=C1F)OC[C@]12CCCN2C[C@@H](C1)F)N1CCNCC(C1)(O)C)F)O)F 1-(7-(8-ethynyl-7-fluoro-3-hydroxynaphthalene-1-yl)-6,8-difluoro-2-(((2R,7aS)-2-fluorotetrahydro-1H-pyrrolizine-7a(5H)-yl)methoxy)quinazolin-4-yl)-6-methyl-1,4-diazacycloHeptan-6-ol